CSC=1OC=C(N1)C(=O)O (methylthio)oxazole-4-carboxylic acid